(E)-1-(5-aminoisoindolin-2-yl)-3-(2-(pyridin-3-yl)imidazo[1,2-a]pyridin-3-yl)prop-2-en-1-one NC=1C=C2CN(CC2=CC1)C(\C=C\C1=C(N=C2N1C=CC=C2)C=2C=NC=CC2)=O